benzyl ((1S)-(4,4-difluorocyclohexyl)(5-(9-methoxy-8-methyl-6-oxo-2,10-dioxa-5,7-diazaundecan-4-yl)benzo[d]oxazol-2-yl)methyl)carbamate FC1(CCC(CC1)[C@@H](C=1OC2=C(N1)C=C(C=C2)C(COC)NC(NC(C(OC)OC)C)=O)NC(OCC2=CC=CC=C2)=O)F